C(CCCCCCCCCCC)C#C Dodecyl-acetylene